C(C)(C)(C)OC(=O)N1CCN(C2=CC=C(C=C12)OC)C(C=CC1=CC(=C(C(=C1)OC)OC)OC)=O 7-methoxy-4-[3-(3,4,5-trimethoxyphenyl)-1-oxoprop-2-enyl]-1,2,3,4-tetrahydroquinoxaline-1-carboxylic acid tert-butyl ester